biphenyl-2,2-dicarboxylic acid dimethyl ester COC(=O)C1(C(=CC=CC1)C1=CC=CC=C1)C(=O)OC